ClC1=CC2=C(NC(=NS2(=O)=O)NCC2=CC=C(C=C2)OC)C=C1 7-Chloro-3-((4-methoxybenzyl)amino)-4H-benzo[e][1,2,4]thiadiazine 1,1-dioxide